N-(4-bromo-5-(difluoromethyl)-3-fluoro-2-nitrophenyl)-2-methoxy-N-methylacetamide BrC1=C(C(=C(C=C1C(F)F)N(C(COC)=O)C)[N+](=O)[O-])F